FC1=CC=C(C=C1)[C@H]1[C@@H](C1)NCCC[C@@H](C(N1CCN(CC1)CC(F)(F)F)=O)NC(C1=CC=C(C=C1)N1N=NC=C1)=O N-[(2S)-5-[[(1R,2S)-2-(4-fluorophenyl)cyclopropyl]amino]-1-oxo-1-[4-(2,2,2-trifluoroethyl)piperazin-1-yl]pentan-2-yl]-4-(1H-1,2,3-triazol-1-yl)benzamide